1-(2-ethoxy-butyl)-3-methylimidazolium C(C)OC(CN1C=[N+](C=C1)C)CC